6-chloro-3-(((1R)-1-(2-cyano-7-methyl-3-(8-azatricyclo[4.3.0.02,5]nonan-8-yl)quinoxalin-5-yl)ethyl)amino)picolinic acid ClC1=CC=C(C(=N1)C(=O)O)N[C@H](C)C1=C2N=C(C(=NC2=CC(=C1)C)C#N)N1CC2C3CCC3C2C1